C(C)OC(\C=C\C(N(C=1SC=CN1)C)=O)=O (E)-3-(Methyl-thiazol-2-yl-carbamoyl)-acrylic acid ethyl ester